CC1(CCCC2=C(OC=C2)[C@@H]1NC1=C(C(C1=O)=O)NC1=C(C(=NC=C1)C(=O)N(C)C)O)C (R)-4-((2-((7,7-dimethyl-5,6,7,8-tetrahydro-4H-cyclohepta[b]furan-8-yl)amino)-3,4-dioxocyclobut-1-en-1-yl)amino)-3-hydroxy-N,N-dimethylpicolinamide